3-[2-Benzenesulfonamido-2-(1,3-benzothiazol-2-yl)ethyl]-N-hydroxybenzene-1-carboximidamide C1(=CC=CC=C1)S(=O)(=O)NC(CC=1C=C(C=CC1)C(NO)=N)C=1SC2=C(N1)C=CC=C2